isopropyl cis-3-((methylsulfonyl)amino)-2-(2-phenoxybenzyl)piperidine-1-carboxylate CS(=O)(=O)N[C@@H]1[C@@H](N(CCC1)C(=O)OC(C)C)CC1=C(C=CC=C1)OC1=CC=CC=C1